Oleic acid sodium salt [Na+].C(CCCCCCC\C=C/CCCCCCCC)(=O)[O-]